ClC1=CN(C=2N=C(N=CC21)NC=2C=NN(C2)CC(=O)OCC)CC2CCCCC2 ethyl 2-(4-((5-chloro-7-(cyclohexylmethyl)-7H-pyrrolo[2,3-d]pyrimidin-2-yl)amino)-1H-pyrazol-1-yl)acetate